N-(1-(2-(((1R,3S,5S)-3-((S)-1-amino-2-((1S,3S,5S)-3-cyano-2-azabicyclo[3.1.0]hexan-2-yl)-2-oxoethyl)adamantan-1-yl)oxy)ethyl)piperidin-4-yl)-1-hydroxy-2-naphthamide N[C@H](C(=O)N1[C@H]2C[C@H]2C[C@H]1C#N)C12CC3(CC(C[C@@H](C1)C3)C2)OCCN2CCC(CC2)NC(=O)C2=C(C3=CC=CC=C3C=C2)O